Monoisopropyl-Tin Oxide C(C)(C)[Sn]=O